9,9'-(5-(2,6-diphenylpyrimidin-4-yl)-1,3-phenylene)bis(3,6-di-o-tolyl-9H-carbazole) C1(=CC=CC=C1)C1=NC(=CC(=N1)C=1C=C(C=C(C1)N1C2=CC=C(C=C2C=2C=C(C=CC12)C1=C(C=CC=C1)C)C1=C(C=CC=C1)C)N1C2=CC=C(C=C2C=2C=C(C=CC12)C1=C(C=CC=C1)C)C1=C(C=CC=C1)C)C1=CC=CC=C1